C(C)(=O)C1=NN(C2=CC=C(C=C12)N1C[C@H]2CCCC[C@H]2C1)CC(=O)N1[C@@H](C[C@H](C1)F)C(=O)NC=1C(=C(C=CC1)C1=C(C=CC=C1)Cl)F (2S,4R)-1-(2-(3-acetyl-5-((3aR,7aS)-hexahydro-1H-isoindol-2(3H)-yl)-1H-indazol-1-yl)acetyl)-N-(2'-chloro-2-fluoro-[1,1'-biphenyl]-3-yl)-4-fluoropyrrolidine-2-carboxamide